C(C)(C)(C)NC1=CC(=C2C(=N1)C=C(S2)C2=CC=NN2C2OCCCC2)N[C@H]2C[C@@H](CC2)O (1R,3R)-3-((5-(tert-butylamino)-2-(1-(tetrahydro-2H-pyran-2-yl)-1H-pyrazol-5-yl)thieno[3,2-b]pyridin-7-yl)amino)cyclopentanol